tert-butyl (4-((4-methyl-2-(methylsulfinyl)-5-oxo-4H-thiazolo[5',4':4,5]pyrrolo[2,3-d]pyridazin-6(5H)-yl)methyl)pyridin-2-yl)carbamate CN1C2=C(C3=C1C(N(N=C3)CC3=CC(=NC=C3)NC(OC(C)(C)C)=O)=O)SC(=N2)S(=O)C